FC1CC(CN(C1)C1=NC=CN=C1)NCC1=CC(=NC=C1)C 5-fluoro-N-[(2-methylpyridin-4-yl)methyl]-1-(pyrazin-2-yl)piperidin-3-amine